4-(3-fluorophenyl)-1-(5-(isopropylsulfanyl)-4-(4-(trifluoromethyl)phenyl)thiazol-2-yl)-N-(2-methoxyethyl)-N,3-dimethyl-1H-pyrazole-5-carboxamide FC=1C=C(C=CC1)C=1C(=NN(C1C(=O)N(C)CCOC)C=1SC(=C(N1)C1=CC=C(C=C1)C(F)(F)F)SC(C)C)C